N1=C(C=CC=C1)N1N=C2CCC(CC2=C1)N1CCN(CC1)C1=NC=CC=N1 2-(pyridin-2-yl)-5-(4-(pyrimidin-2-yl)piperazin-1-yl)-4,5,6,7-tetrahydro-2H-indazol